CN1N=CC(=C1C)NC1=NN(C2=CC(=CC=C12)C(C)(C)O)C 2-{3-[(1,5-dimethyl-1H-pyrazol-4-yl)amino]-1-methyl-1H-indazol-6-yl}propan-2-ol